CO[Si](CCCNC(=NC(C)C)NC(C)C)(OC)OC 1-(3-trimethoxysilylpropyl)-2,3-diisopropylguanidine